[P].[Zn].[Li] lithium zinc phosphorus